C1(=CC=C2C=CC3=CC=CC4=CC=C1C2=C34)C3=C(C=CC4=CC=CC=C34)O 1-(pyren-1-yl)naphthalen-2-ol